2-[2-(2-aminoethoxy)ethoxy]ethanamine NCCOCCOCCN